C(C1=CC(=CC(=C1O)C(C)(C)C)C)C1=CC(=CC(=C1O)C(C)(C)C)C 2,2'-Methylenebis(6-tert-butyl-p-cresol)